FCC(CC(COC1=C(C=CC=C1)CCC1=CC(=CC=C1)OC(F)(F)F)OC)NC(F)(F)F (fluoromethyl)-3-methoxy-4-(2-(3-(trifluoromethoxy)phenethyl)phenoxy)-N-(trifluoromethyl)butan-1-amine